N-(3-(3-(1-cyclobutyl-1H-pyrazol-4-yl)phenyl)-1-methyl-1H-pyrazolo[3,4-c]pyridin-5-yl)cyclopropanecarboxamide C1(CCC1)N1N=CC(=C1)C=1C=C(C=CC1)C1=NN(C2=CN=C(C=C21)NC(=O)C2CC2)C